FC=1C=CC=C2[C@@H](N3C(C12)=CN=C3)[C@H]3[C@@H](COCC3)O (3S,4S)-4-((S)-9-Fluoro-5H-imidazo[5,1-a]isoindol-5-yl)tetrahydro-2H-pyran-3-ol